C(CCC)C1=NC(=C(C(N1C1=C(C=CC=C1OC)OC)=O)CC1=CC=C(C=C1)S(=O)(=O)C)O 2-butyl-3-(2,6-dimethoxyphenyl)-6-hydroxy-5-[(4-methanesulfonylphenyl)methyl]-3,4-dihydropyrimidin-4-one